2-chloro-5,6-dimethylnicotinoyl chloride ClC1=C(C(=O)Cl)C=C(C(=N1)C)C